ClC=1C(=C(C=CC1)NC1=C(NC2=C1C(NC[C@H]2C[C@@H]2OC[C@H](OC2)CN(C)C)=O)C2=C(C=NC=C2)F)OC |o1:16| (7R*)-3-[(3-chloro-2-methoxyphenyl)amino]-7-{[(2S,5R)-5-[(dimethylamino)methyl]-1,4-dioxan-2-yl]methyl}-2-(3-fluoropyridin-4-yl)-1H,5H,6H,7H-pyrrolo[3,2-c]pyridin-4-one